C(CC)(=O)O.C(CC)(=O)O propanoic acid, propionate salt